4-((3-(4-(((3R,4S)-3-fluoro-1-isopropylpiperidin-4-yl)amino)-1-(2,2,2-trifluoroethyl)-1H-indol-2-yl)prop-2-yn-1-yl)amino)-3-methoxybenzoic acid F[C@@H]1CN(CC[C@@H]1NC1=C2C=C(N(C2=CC=C1)CC(F)(F)F)C#CCNC1=C(C=C(C(=O)O)C=C1)OC)C(C)C